tert-butyl 2-(4-((5-fluorobenzofuran-2-carboxamido) methyl) benzoyl)-1-propylhydrazine-1-carboxylate FC=1C=CC2=C(C=C(O2)C(=O)NCC2=CC=C(C(=O)NN(C(=O)OC(C)(C)C)CCC)C=C2)C1